[4-methyl-3-(2-pyridyl)phenyl]imidazole-1-carboxamide CC1=C(C=C(C=C1)C=1N(C=CN1)C(=O)N)C1=NC=CC=C1